CN1C=2C=CC(=NC2C(=CC1=O)N(C=1C=C(C=CC1)C1=CC=C(C=C1)OC(F)(F)F)C)C#N 5-methyl-8-(methyl(4'-(trifluoromethoxy)-[1,1'-biphenyl]-3-yl)amino)-6-oxo-5,6-dihydro-1,5-naphthyridine-2-carbonitrile